NC=1C(=C(C=C(C1)C)C(=O)C1=CC=C(C=C1)N)O (3-amino-2-hydroxy-5-methylphenyl)(4-aminophenyl)methanone